C(C)OC1=CC=CC(=N1)C(=O)Cl 6-ethoxypyridineformyl chloride